3-cyclohexyl-3-hydroxy-7-(trifluoromethyl)indolin-2-one C1(CCCCC1)C1(C(NC2=C(C=CC=C12)C(F)(F)F)=O)O